(1s,4s)-4-(5-chloro-4-((4-chloro-5-(trifluoromethyl)pyrimidin-2-yl)amino)-1H-pyrazol-1-yl)-1-(ethylimino)hexahydro-1λ6-thiopyran 1-oxide ClC1=C(C=NN1C1CCS(CC1)(=NCC)=O)NC1=NC=C(C(=N1)Cl)C(F)(F)F